N-(2-(((2R,3R,4R,5S,6S)-6-((7H-purin-6-yl)amino)-4,5-dihydroxy-2-(hydroxymethyl)tetrahydro-2H-pyran-3-yl)amino)-2-oxoethyl)dodecanamide N1=CN=C2N=CNC2=C1N[C@@H]1[C@H]([C@@H]([C@H]([C@@H](O1)CO)NC(CNC(CCCCCCCCCCC)=O)=O)O)O